(R)-N-(2,4-dimethoxybenzyl)-4-(3-(dimethylamino)-3-(3-(trifluoromethyl)-phenethyl)piperidin-1-yl)-2-fluoro-N-(pyrimidin-4-yl)benzenesulfonamide COC1=C(CN(S(=O)(=O)C2=C(C=C(C=C2)N2C[C@](CCC2)(CCC2=CC(=CC=C2)C(F)(F)F)N(C)C)F)C2=NC=NC=C2)C=CC(=C1)OC